[Si](C)(C)(C(C)(C)C)OCC(C)(C)C1=CC=CC(=N1)C(=O)N 6-[2-[Tert-butyl(dimethyl)silyl]oxy-1,1-dimethyl-ethyl]pyridine-2-carboxamide